(6-chloro-5-fluoro-4-iodo-2-pyridyl)methanamine ClC1=C(C(=CC(=N1)CN)I)F